(4-(methylsulfonyl)piperazine-1-yl)methanone CS(=O)(=O)N1CCN(CC1)C=O